indium chloride salt [Cl-].[In+3].[Cl-].[Cl-]